C(C)OC1=C(N=CC=2N1N=C(N2)NC2CCN(CC2)S(=O)(=O)C)C=2C=NNC2 5-Ethoxy-N-(1-(methylsulfonyl)piperidin-4-yl)-6-(1H-pyrazol-4-yl)-[1,2,4]triazolo[1,5-a]pyrazin-2-amine